2-(2,6-Dioxopiperidin-3-yl)-5-ethynyl-isoindoline-1,3-dione O=C1NC(CCC1N1C(C2=CC=C(C=C2C1=O)C#C)=O)=O